N-((5-(6-(4-(dimethylamino)but-2-enoyl)-3,6-diazabicyclo[3.1.1]heptane-3-carbonyl)thiophen-2-yl)methyl)acetamide CN(CC=CC(=O)N1C2CN(CC1C2)C(=O)C2=CC=C(S2)CNC(C)=O)C